C(C)(C)(C)OC(NC=1C=NC(=CC1)Cl)=O (6-Chloro-pyridin-3-yl)-carbamic acid tert-butyl ester